[Cl-].[Cl-].C[Si](=[Hf+2](C1=C(C=C2SC(C(=C21)C2=CC=C(C=C2)C(C)(C)C)C)C)C2=C(C=C1SC(C(=C12)C1=CC=C(C=C1)C(C)(C)C)C)C)C Dimethylsilylenebis(2,5-dimethyl-3-(4-t-butylphenyl)-cyclopenta[b]thienyl)hafnium dichloride